NC=1N=CC2=CC(=CC=C2C1)C1=CC(=NN1C)NC(C1=CC=CC=C1)=O N-(5-(3-aminoisoquinolin-7-yl)-1-methyl-1H-pyrazol-3-yl)benzamide